β-hydroxymyristoyl-diaminopropionic acid OC(CC(=O)CC(C(=O)O)(N)N)CCCCCCCCCCC